2,2-difluoro-5-hydroxy-4-{2-[3-(trifluoromethyl)-1H-pyrazol-1-yl]ethyl}-2H-benzo[b][1,4]oxazine-3(4H)-one FC1(C(N(C2=C(O1)C=CC=C2O)CCN2N=C(C=C2)C(F)(F)F)=O)F